C12CN(CC(CC1)N2)C=2C1=C(N=C(N2)\C=C\C23CCCN3CCC2)C(=C(N=C1)C1=CC(=CC2=CC=CC(=C12)C#C)O)F 4-(4-(3,8-diazabicyclo[3.2.1]octan-3-yl)-8-fluoro-2-((E)-2-(tetrahydro-1H-pyrrolizin-7a(5H)-yl)vinyl)pyrido[4,3-d]pyrimidin-7-yl)-5-ethynylnaphthalen-2-ol